C(C)C=1NC=CN1 2-Ethylimidazol